COC1=C(C2=CC(=CC=C2C=C1)C1=NC=CC(=C1)OC)NCC(C#N)=C 2-({[2-methoxy-7-(4-methoxypyridin-2-yl)naphthalen-1-yl]amino}methyl)prop-2-enenitrile